ClC1=C(C=C(C=C1)F)C12C(OCC(N1)=O)CCCC2 4a-(2-Chloro-5-fluorophenyl)hexahydro-2H-benzo[b][1,4]oxazin-3(4H)-one